5-[[4-[(2-cyanoacetyl)amino]-3-fluoro-phenyl]sulfonyl-[(4-methoxyphenyl)methyl]amino]thiazole-4-carboxylic acid tert-butyl ester C(C)(C)(C)OC(=O)C=1N=CSC1N(CC1=CC=C(C=C1)OC)S(=O)(=O)C1=CC(=C(C=C1)NC(CC#N)=O)F